F[C@@H]1CN2CCC2(C1)C(=O)OCC1=CC=CC=C1 benzyl (3S)-3-fluoro-1-azabicyclo[3.2.0]heptane-5-carboxylate